ClC=1C=C(C=CC1Cl)C1=CC=C2C=CN(C(C2=C1)=O)CC(=O)N1CC(CC1)F 7-(3,4-dichlorophenyl)-2-(2-(3-fluoropyrrolidin-1-yl)-2-oxoethyl)isoquinolin-1(2H)-one